ClC1=CC(=NC=C1)N1C[C@H]2C([C@H]2C1)C1=NOC(=N1)CN1C=NC=2N=CN(C2C1=O)C 1-((3-((1R,5S,6R)-3-(4-Chloropyridin-2-yl)-3-azabicyclo[3.1.0]Hex-6-yl)-1,2,4-oxadiazol-5-yl)methyl)-7-methyl-1,7-dihydro-6H-purin-6-one